O[C@H]1C=2C=CC(=CC2CC[C@H]1[C@H]1N2C(C3=CC=CC=C13)=CN=C2)C#N (5R,6s)-5-hydroxy-6-((R)-5H-imidazo[5,1-a]isoindol-5-yl)-5,6,7,8-tetrahydronaphthalene-2-carbonitrile